O=C1NC(CCC1N1C(C2=CC=C(C=C2C1=O)CN1CCC(=CC1)C=1C2=C(N=C(N1)C)SC=C2)=O)=O 2-(2,6-dioxopiperidin-3-yl)-5-((4-(2-methylthieno[2,3-d]pyrimidin-4-yl)-3,6-dihydropyridine-1(2H)-yl)methyl)isoindoline-1,3-dione